C1(CC1)CN1C(=NC2=C1C=CC(=C2)OC)NC(CC2=CC(=C(OC1=C(C(=O)N)C=CC=N1)C=C2)F)=O 2-(4-(2-((1-(cyclopropyl-methyl)-5-methoxy-1H-benzo[d]-imidazol-2-yl)-amino)-2-oxoethyl)-2-fluorophenoxy)-nicotinamide